methyl 3-chloro-5-phenoxy-pyridazine-4-carboxylate ClC=1N=NC=C(C1C(=O)OC)OC1=CC=CC=C1